(2s,6r)-2-[(benzyloxy)methyl]-6-methylmorpholine C(C1=CC=CC=C1)OC[C@@H]1CNC[C@H](O1)C